O=C1N(C=CC=C1)C=1C=NC=C(C1)C#N 2-oxo-2H-[1,3'-bipyridine]-5'-carbonitrile